ClC(C(=O)N1C=CC=C2C1C(CO2)C)Cl 4-dichloroacetyl-3,4-dihydro-3-methyl-2H-1,4-benzoxazole